ethyl 5,6-dihydro-4H-pyrrolo[1,2-b]pyrazole-2-carboxylate N=1N2C(=CC1C(=O)OCC)CCC2